FC=1C=C(C=CC1C1CCN(CC1)C[C@@H]1COC2(C1)CCN(CC2)C2=CC=C(C=C2)[C@@H]2[C@@H](COC1=CC(=CC=C21)O)C2=CC=CC=C2)N[C@H]2C(NC(CC2)=O)=O |&1:30,31,48| (RS)-3-((3-fluoro-4-(1-(((R)-8-(4-((3RS,4SR)-7-hydroxy-3-phenylchroman-4-yl)phenyl)-1-oxa-8-azaspiro[4.5]decan-3-yl)methyl)piperidin-4-yl)phenyl)amino)piperidine-2,6-dione